N1CC(C1)NC1=NC=C(C(=N1)C1=CNC2=C(C=CC=C12)P(C)(C)=O)C(F)(F)F (3-(2-(azetidin-3-ylamino)-5-(trifluoromethyl)pyrimidin-4-yl)-1H-indol-7-yl)dimethylphosphine oxide